4-((2,6-difluoro-4-(1H-tetrazol-5-yl)benzyl)oxy)phenyl sulfurofluoridate S(OC1=CC=C(C=C1)OCC1=C(C=C(C=C1F)C1=NN=NN1)F)(=O)(=O)F